Rac-rel-(1r,5s)-3-tert-butoxycarbonyl-1-[5-(1-piperidinylmethyl)-5,6-dihydro-1,4,2-dioxazin-3-yl]-3-azabicyclo[3.2.0]heptane-5-carboxylic acid C(C)(C)(C)OC(=O)N1C[C@]2(CC[C@]2(C1)C(=O)O)C1=NOC[C@H](O1)CN1CCCCC1 |o1:9,12,&1:21|